Decylpyridinium C(CCCCCCCCC)[N+]1=CC=CC=C1